C(C)(C)(C)OC(=O)N1C=C(C2=CC(=CC=C12)Cl)C([C@@H](N(C)C(=O)OC(C)(C)C)C)=O.C(C=C)(=O)NC=1C=C(C=CC1)C=1C=C(C(=O)N(C)C)C=C(N1)NC1=NNC(=C1)C 2-(3-Acrylamidophenyl)-N,N-dimethyl-6-((5-methyl-1H-pyrazol-3-yl)amino)isonicotinamide tert-butyl-3-(N-(tert-butoxycarbonyl)-N-methylalanyl)-5-chloro-1H-indole-1-carboxylate